2-fluoro-6-((4-methylbenzyl)oxy)benzene FC1=CC(=CC=C1)OCC1=CC=C(C=C1)C